FC1=NC=CC=C1C1=C(C(=C(C(=C1[2H])[2H])[2H])[2H])B1OC(C(O1)(C)C)(C)C 2-fluoro-3-(2-(4,4,5,5-tetramethyl-1,3,2-dioxaborolan-2-yl)phenyl-3,4,5,6-d4)pyridine